4-chlorobenzyl-(methyl)carbamic acid tert-butyl ester C(C)(C)(C)OC(N(C)CC1=CC=C(C=C1)Cl)=O